9-phenyl-3-[4-(10-phenyl-9-anthryl)phenyl]-9H-carbazole C1(=CC=CC=C1)N1C2=CC=CC=C2C=2C=C(C=CC12)C1=CC=C(C=C1)C=1C2=CC=CC=C2C(=C2C=CC=CC12)C1=CC=CC=C1